C(CC1=CC=CC=C1)NC1CNCC1 3-(phenethylamino)pyrrolidin